NC1=CC(=C(C(=N1)C1=C(C=C2C(=NC(=NC2=C1F)OC[C@]12CCCN2C[C@@H](C1)F)N1CCC(CC1)C#N)Cl)C(F)(F)F)OC 1-(7-(6-amino-4-methoxy-3-(trifluoromethyl)pyridin-2-yl)-6-chloro-8-fluoro-2-(((2R,7aS)-2-fluorotetrahydro-1H-pyrrolizin-7a(5H)-yl)methoxy)quinazolin-4-yl)piperidine-4-carbonitrile